tert-butyl N-[(2S)-1-(3-bromophenoxy)-4-carbamoylbutan-2-yl]carbamate BrC=1C=C(OC[C@H](CCC(N)=O)NC(OC(C)(C)C)=O)C=CC1